C(C)(C)C1=C(NC2=CC=C(C=C12)C1CCN(CC1)CC(N1CCCC1)=O)C=1C=C(C(N(C1)C)=O)C 5-(3-isopropyl-5-(1-(2-oxo-2-(pyrrolidin-1-yl)ethyl)piperidin-4-yl)-1H-indol-2-yl)-1,3-dimethylpyridin-2(1H)-one